NCCC[Si](OCCCCCCCCCCCCCCCC)(OCCCCCCCCCCCCCCCC)OCCCCCCCCCCCCCCCC 3-Aminopropyl(trihexadecanoxysilan)